(tricarbonyl)ruthenium (0) C(=O)=[Ru](=C=O)=C=O